(S)-2-(4-(4-methyl-1-piperazinyl)phenylamino)-8-thiophenyl-9-(N-acryloyl-3-pyrrolidinyl)-9H-purine CN1CCN(CC1)C1=CC=C(C=C1)NC1=NC=C2N=C(N(C2=N1)[C@@H]1CN(CC1)C(C=C)=O)C=1SC=CC1